ClCC(=O)NC1=C(C=CC(=C1)C)COCC1=C(C=CC=C1)Cl 2-chloro-N-(2-(((2-chlorobenzyl)oxy)methyl)-5-methylphenyl)acetamide